3-Phenyl-3-(4-methoxyphenyl)-10-[4-(4-(4-(trans-4-pentylcyclohexyl)phenyl)benzamido)phenyl]-6-trifluoromethyl-13,13-dimethyl-3,13-dihydro-indeno[2',3':3,4]naphtho[1,2-b]pyran C1(=CC=CC=C1)C1(C=CC2=C(O1)C=1C=C(C=CC1C1=C2C(C2=CC=C(C=C21)C2=CC=C(C=C2)NC(C2=CC=C(C=C2)C2=CC=C(C=C2)[C@@H]2CC[C@H](CC2)CCCCC)=O)(C)C)C(F)(F)F)C2=CC=C(C=C2)OC